[N+](=O)([O-])C=1C(=NC2=NC=CC=C2C1N)NCC1=CC=C(C=C1)CN1CCCC1 3-nitro-N-((4-((pyrrolidin-1-yl)methyl)phenyl)methyl)-1,8-Naphthyridine-2,4-diamine